CN(C)C1=C(C(=O)OC2=C(C=C(C=C2)Cl)F)C=CC=C1 4-chloro-2-fluorophenyl N,N-dimethylaminobenzoate